2-(1-((2-Methyl-5-(5-phenyl-4H-1,2,4-triazol-3-yl)phenyl)sulfonyl)piperidin-4-yl)ethan-1-ol CC1=C(C=C(C=C1)C1=NN=C(N1)C1=CC=CC=C1)S(=O)(=O)N1CCC(CC1)CCO